Cl.FC1=C(C=CC=C1C[C@@H]1NCC[C@@H]1NS(=O)(=O)CC)C1=CC(=CC=C1)F N-((2S,3S)-2-((2,3'-difluorobiphenyl-3-yl)methyl)pyrrolidin-3-yl)ethanesulfonamide hydrochloride